C1(=CC=CC=C1)C1=NNC=C1B1OC(C(O1)(C)C)(C)C 3-phenyl-4-(4,4,5,5-tetramethyl-1,3,2-dioxaborolan-2-yl)-1H-pyrazole